C(C)C(=CC(=O)OC1=C(C=CC=C1)C1=C2C=CC(C(=C3C=CC(=C(C=4C=CC(=C(C5=CC=C1N5)C5=C(C=CC=C5)OC(C=C(C(C)C)CC)=O)N4)C4=C(C=CC=C4)OC(C=C(C(C)C)CC)=O)N3)C3=C(C=CC=C3)OC(C=C(C(C)C)CC)=O)=N2)C(C)C tetrakis[(3-ethyl-4-methylpentenoyloxy)phenyl]porphyrin